methylpropane tetraacrylate C(C=C)(=O)O.C(C=C)(=O)O.C(C=C)(=O)O.C(C=C)(=O)O.CCCC